ClC=1C=CC2=C([C@@H](C[C@@H](O2)C(=O)NC23CC(C2)(C3)NC(COC3=CC(=C(C=C3)Cl)F)=O)NC3CC(C3)O)C1 (2R,4R)-6-chloro-N-{3-[2-(4-chloro-3-fluorophenoxy)acetamido]bicyclo[1.1.1]pentan-1-yl}-4-{[(1s,3S)-3-hydroxycyclobutyl]amino}-3,4-dihydro-2H-1-benzopyran-2-carboxamide